O1C(=NC2=C1C=CC=C2)N[C@H](C(=O)O)CCN(CCCCC2=NC=1NCCCC1C=C2)CCOC2=NC=CC=C2 (S)-2-(benzo[d]oxazol-2-ylamino)-4-((2-(pyridin-2-yloxy)ethyl)(4-(5,6,7,8-tetrahydro-1,8-naphthyridin-2-yl)butyl)amino)butanoic acid